FC1(CN(C1)C(=O)C=1N(C2=CC(=CC=C2C1)C1=NC=CC(=N1)NC1=CC=C(C=C1)C1=NN(N=C1)CC1=CC=C(C=C1)OC)C)F 2-[2-(3,3-difluoroazetidine-1-carbonyl)-1-methyl-1H-indol-6-yl]-N-(4-{2-[(4-methoxyphenyl)methyl]-2H-1,2,3-triazol-4-yl}phenyl)pyrimidin-4-amine